4-(5-bromobenzimidazol-1-yl)-N-cyclopropyl-2,6-dimethoxy-benzamide BrC1=CC2=C(N(C=N2)C2=CC(=C(C(=O)NC3CC3)C(=C2)OC)OC)C=C1